CC1=C(OCC(=O)N2CC3N(C(C4=C(NC3=O)C=CC(=C4)C4=NC(=CC=C4)C(F)(F)F)=O)CC2)C=CC(=C1)OC(F)(F)F 2-(2-(2-methyl-4-(trifluoromethoxy)phenoxy)-acetyl)-8-(6-(trifluoromethyl)pyridin-2-yl)-1,3,4,12a-tetrahydrobenzo[e]pyrazino[1,2-a][1,4]diazepine-6,12(2H,11H)-dione